(S)-2-hydroxy-N-(2-(2-methylpyridin-4-yl)-1H-pyrrolo[3,2-c]pyridin-6-yl)propanamide O[C@H](C(=O)NC1=CC2=C(C=N1)C=C(N2)C2=CC(=NC=C2)C)C